ClC1=NC=C(C(=N1)NC1=C(C=CC=C1)S(=O)(=O)C(C)C)Cl 2,5-dichloro-N-(2-(isopropyl-sulfonyl)phenyl)pyrimidine-4-amine